2-chloro-1-(2,2-difluorovinyl)-3-(methoxymethoxy)benzene ClC1=C(C=CC=C1OCOC)C=C(F)F